2-{[3-Methyl-4-(4-methylpiperazin-1-yl)phenyl]amino}-8-phenyl-5-[2-(triisopropylsilyl)ethynyl]pyrido[2,3-d]pyrimidin-7-one CC=1C=C(C=CC1N1CCN(CC1)C)NC=1N=CC2=C(N1)N(C(C=C2C#C[Si](C(C)C)(C(C)C)C(C)C)=O)C2=CC=CC=C2